O1CCN(CC1)CC[Se][Se]CCN1CCOCC1 1,2-bis(2-morpholinoethyl)diselane